C1(CC1)[C@H](C1=NC=2N(C=C1)C=C(N2)[C@H](C2CCC(CC2)(F)F)NC(OC(C)(C)C)=O)NC(CCC(F)(F)F)=O tert-butyl ((S)-(7-((R)-cyclopropyl(4,4,4-trifluorobutanamido)methyl)imidazo[1,2-a]pyrimidin-2-yl)(4,4-difluorocyclohexyl)methyl)carbamate